N1=CC=C(C2=CC=CC=C12)NCCC#CC1=CC=CC(=N1)/C=N/O (E)-6-(4-(quinolin-4-ylamino)but-1-yn-1-yl)pyridinealdoxime